5-bromo-2-(4-methoxybenzyl)-1,1-dimethyl-1,2,3,4-tetrahydroisoquinoline BrC1=C2CCN(C(C2=CC=C1)(C)C)CC1=CC=C(C=C1)OC